BrC=1C=C(C=C2C(N(C(=NC12)C)C)=O)Cl 8-bromo-6-chloro-2,3-dimethylquinazolin-4(3H)-one